7-(4-(methoxy)phenyl)-N-(cyclopropanecarbonyl)quinazolin-2-amine COC1=CC=C(C=C1)C1=CC=C2C=NC(=NC2=C1)NC(=O)C1CC1